C(CCC)OC1=CC=C2CC(COC2=C1)C1=CC=C(C=C1)O 4-(7-Butoxy-3,4-dihydro-2H-chromen-3-yl)phenol